N-(1-(2-(methyl-(2-(p-tolyloxy)ethyl)amino)-2-oxoethyl)-1H-pyrazol-4-yl)propanamide CN(C(CN1N=CC(=C1)NC(CC)=O)=O)CCOC1=CC=C(C=C1)C